2-fluoro-4-(1-methyl-1H-1,2,3-triazol-4-yl)benzoic acid FC1=C(C(=O)O)C=CC(=C1)C=1N=NN(C1)C